2-((2,3-dihydrofuro[3,2-b]pyridin-5-yl)methyl)-6-((5-methyl-1H-pyrazol-3-yl)sulfonyl)phthalazin-1(2H)-one O1CCC2=NC(=CC=C21)CN2C(C1=CC=C(C=C1C=N2)S(=O)(=O)C2=NNC(=C2)C)=O